CN(CCOC=1C=CC(=C(C(=O)N[C@H](C)C2=CC(=CC(=C2)C=2C=NN(C2)C)C=2C=NN(C2)CCOC)C1)C)C (R)-5-(2-(dimethylamino)ethoxy)-N-(1-(3-(1-(2-methoxyethyl)-1H-pyrazol-4-yl)-5-(1-methyl-1H-pyrazol-4-yl)phenyl)ethyl)-2-methylbenzamide